Cl.N1=CN=C(C=C1)C=1C(=C2C(=NC1)N(C=C2)S(=O)(=O)C2=CC=C(C)C=C2)NC2CC(C2)N (1s,3s)-N1-(5-(pyrimidin-4-yl)-1-tosyl-1H-pyrrolo[2,3-b]pyridin-4-yl)cyclobutane-1,3-diamine hydrochloride